3-[5-(Propan-2-yl)-1,3-thiazol-2-yl]-5-[(2R)-tetrahydrofuran-2-ylmethoxy]benzoic acid CC(C)C1=CN=C(S1)C=1C=C(C(=O)O)C=C(C1)OC[C@@H]1OCCC1